ClC1=CC=C2C(=CNC2=C1N1N=C(C=C1)F)S(=O)(=O)NC1=NC(=C(C(=N1)OC)CC(F)F)OC 6-chloro-N-[5-(2,2-difluoroethyl)-4,6-dimethoxy-pyrimidin-2-yl]-7-(3-fluoropyrazol-1-yl)-1H-indole-3-sulfonamide